C(C)NC(C(=O)O)=C 2-ethylaminoacrylic acid